CS(=O)(=O)CC1=CNC2=CC=CC=C12 3-(methylsulfonylmethyl)-1H-indole